N-(6-(3,3-difluoropyrrolidin-1-yl)-4-(piperidin-4-yl)pyridin-2-yl)-5-methylpyrazin-2-amine FC1(CN(CC1)C1=CC(=CC(=N1)NC1=NC=C(N=C1)C)C1CCNCC1)F